tert-butyl 3-[(4-bromo-1,3-benzothiazol-2-yl)oxymethyl]pyrrolidine-1-carboxylate BrC1=CC=CC2=C1N=C(S2)OCC2CN(CC2)C(=O)OC(C)(C)C